FC1=C(N(C2=CC(=C(C=C12)OC)OC)C)C(CC(C(=O)O)C)=O 4-(3-fluoro-5,6-dimethoxy-1-methyl-1H-indol-2-yl)-2-methyl-4-oxobutanoic acid